2-chloro-5-(difluoromethoxy)-N-((1-(1-methyl-4-(trifluoromethyl)-1H-imidazol-2-yl)piperidin-4-yl)methyl)pyrimidin-4-amine ClC1=NC=C(C(=N1)NCC1CCN(CC1)C=1N(C=C(N1)C(F)(F)F)C)OC(F)F